2-(4-(5-Chloro-2-(4-chloro-1H-1,2,3-triazol-1-yl)phenyl)-2,5-dioxapiperazin-1-yl)-N-(2-(difluoromethyl)-2H-indazol-5-yl)-3-phenylpropanamide ClC=1C=CC(=C(C1)N1CON(CO1)C(C(=O)NC1=CC2=CN(N=C2C=C1)C(F)F)CC1=CC=CC=C1)N1N=NC(=C1)Cl